The molecule is a dicarboxylic acid, a D-serine derivative, a D-alpha-amino acid and a nocardicin. It is a conjugate acid of a nocardicin A(1-) and a nocardicin A(2-). C1[C@@H](C(=O)N1[C@H](C2=CC=C(C=C2)O)C(=O)O)NC(=O)/C(=N\\O)/C3=CC=C(C=C3)OCC[C@H](C(=O)O)N